7-methyl-2,3,7,8-tetrahydro-6H-indeno[5,6-b][1,4]dioxin-6-one CC1C(C2=CC3=C(OCCO3)C=C2C1)=O